tetramethyleneglycol bis(3-mercaptobutyrate) SC(CC(=O)OCCCCOC(CC(C)S)=O)C